2-(imino)ethylamine N=CCN